6-amino-N-(5-chloro-6-(2-chloro-5-(trifluoromethyl)phenyl)pyridin-2-yl)pyridine-2-sulfonamide NC1=CC=CC(=N1)S(=O)(=O)NC1=NC(=C(C=C1)Cl)C1=C(C=CC(=C1)C(F)(F)F)Cl